COC=1C=C2C(=CC=NC2=CC1OC)SC1=CC=C(N)C=C1 4-[(6,7-dimethoxyquinolin-4-yl)thio]aniline